[2H]C(Cl)(Cl)Cl deuterochloroform